nickel cobalt oxide [Co]=O.[Ni]